C(CCCCCCCCCCCCC)Br tetradecylbromine